2-aminopyrazinyl methylsulfonate CS(=O)(=O)OC=1C(=NC=CN1)N